C(CO)C(=O)O hydroxypropionic Acid